N-hydroxy-3,4,5,6-tetrachlorophthalimide ON1C(C=2C(C1=O)=C(C(=C(C2Cl)Cl)Cl)Cl)=O